4-(((R)-1-(3-((tert-butoxycarbonyl)amino)-5-(trifluoromethyl)phenyl)ethyl)amino)-7-methoxy-2-methylquinoline C(C)(C)(C)OC(=O)NC=1C=C(C=C(C1)C(F)(F)F)[C@@H](C)NC1=CC(=NC2=CC(=CC=C12)OC)C